1-(3-fluoro-4-methylphenyl)-1-(thiazol-2-yl)ethan-1-ol FC=1C=C(C=CC1C)C(C)(O)C=1SC=CN1